NCC1(CCN(CC1)C=1C(=NC(=C(N1)C)C1=C(C(=CC=C1)Cl)Cl)C(=O)OCC)CC1CCCCC1 ethyl 3-(4-(aminomethyl)-4-(cyclohexylmethyl) piperidin-1-yl)-6-(2,3-dichlorophenyl)-5-methylpyrazine-2-carboxylate